C(C)(C)(C)OC(=O)N1CC2(C(C3=CC=CC=C3C2)=O)C1 oxo-1',3'-dihydrospiro[azetidine-3,2'-indene]-1-carboxylic acid tert-butyl ester